3-(6-spiro[2H-benzofuran-3,1'-cyclopropane]-4-yloxy-3-pyridyl)-1H-benzimidazol-2-one C12(CC1)COC1=C2C(=CC=C1)OC1=CC=C(C=N1)N1C(NC2=C1C=CC=C2)=O